S(=O)(=O)([O-])O.[K+] monopotassium sulphate